3,5-dicarboxy-1-ethylpyridine C(=O)(O)C=1CN(C=C(C1)C(=O)O)CC